FC1(OC2=C(O1)C=CC(=C2)/C=C/C(=O)OC)F Methyl (E)-3-(2,2-difluorobenzo[d][1,3]dioxol-5-yl)acrylate